C(CCCCC)OC(CCCCC\C=C/CC\C=C/C=C/CC)OCCCCCC (3E,5Z,9Z)-16,16-dihexyloxy-3,5,9-hexadecatriene